N-(6-(3-fluoro-2-methylphenyl)imidazo[1,2-a]pyridin-2-yl)acetamide FC=1C(=C(C=CC1)C=1C=CC=2N(C1)C=C(N2)NC(C)=O)C